C1N(CC=2C=NC=CC21)C(=O)NCC2CC21CCN(CC1)C(=O)OC(CO)(C)C (2-hydroxy-1,1-dimethyl-ethyl) 2-[(1,3-dihydropyrrolo[3,4-c]pyridine-2-carbonylamino)methyl]-6-azaspiro[2.5]octane-6-carboxylate